ethyl 4-methoxy-3-methyl-3H-thieno[3,2-e]indazole-7-carboxylate COC1=CC2=C(C=3C=NN(C13)C)C=C(S2)C(=O)OCC